CO[Si](CCCCCC[Si](OC)(OC)OC)(OC)OC 1,6-bistrimethoxysilylhexane